C(C)(C)(C)OC(=O)N1CC(CCC1)CC=C N-tert-butyloxycarbonyl-3-allylpiperidine